C1(=CC=CC=C1)P(C1=C(C2=CC=CC=C2C=C1)C1=C(C=CC2=CC=CC=C12)P(C1=CC=CC=C1)C1=CC=CC=C1)C1=CC=CC=C1 (R/S)-2,2'-bis(diphenylphosphino)-1,1'-binaphthyl